5-bromo-4-chloro-3-Indoxyl phosphate C1=CC(=C(C2=C1NC=C2OP(=O)(O)O)Cl)Br